N1C(C1)C1=C(C(=C(C=C1CCCCC)O)C1C(CCC(=C1)C)C(=C)C)O 3-(aziridin-2-yl)-5'-methyl-4-pentyl-2'-(prop-1-en-2-yl)-1',2',3',4'-tetrahydro-[1,1'-biphenyl]-2,6-diol